[Si](C)(C)(C(C)(C)C)OC[C@@H]1[C@H](C[C@@H](O1)N1C=2N=C(NC(C2N=C1)=O)NC(C(C)C)=O)OP1(SCCS1)=S N-(9-((2R,4S,5R)-5-(((tert-butyldimethylsilyl)oxy)methyl)-4-((2-sulfido-1,3,2-dithiaphospholan-2-yl)oxy)tetrahydrofuran-2-yl)-6-oxo-6,9-dihydro-1H-purin-2-yl)isobutyramide